O=C1NC(CCC1N1C(C2=CC=CC(=C2C1=O)OCCCCCCCCCCCCCCCC(=O)N)=O)=O 16-((2-(2,6-dioxopiperidin-3-yl)-1,3-dioxoisoindolin-4-yl)oxy)hexadecanamide